(S)-2-((S)-8-fluoroisochroman-1-yl)azetidine FC=1C=CC=C2CCO[C@@H](C12)[C@H]1NCC1